(2-{[(prop-2-en-1-yloxy) carbonyl]amino}acetamido)methyl acetate C(C)(=O)OCNC(CNC(=O)OCC=C)=O